C(C)(C)(C)OC(=O)N1[C@H](CN([C@@H](C1)CC)C(C)C1=C(C=CC=C1)C(F)(F)F)CC.C(C1=CC=CC=C1)[I+]CC1=CC=CC=C1 dibenzyl-iodonium tert-butyl-(2S,5R)-2,5-diethyl-4-(1-(2-(trifluoromethyl)phenyl)ethyl)piperazine-1-carboxylate